(s)-tert-Butyl 1-(6-(3-fluorophenyl)-3-methyl-5-oxo-5H-thiazolo[3,2-a]pyrimidin-7-yl)ethylcarbamate FC=1C=C(C=CC1)C1=C(N=C2N(C1=O)C(=CS2)C)[C@H](C)NC(OC(C)(C)C)=O